COC1=CC=C(C(=N1)C=C)C(=O)OC methyl 6-methoxy-2-vinyl-pyridine-3-carboxylate